2-((2-(3,6-diazabicyclo[3.1.1]heptan-3-yl)-7-(thiazol-2-yl)benzo[d]oxazol-4-yl)oxy)-2,2-difluoro-1-(3-hydroxyazetidin-1-yl)ethan-1-one C12CN(CC(N1)C2)C=2OC1=C(N2)C(=CC=C1C=1SC=CN1)OC(C(=O)N1CC(C1)O)(F)F